C1(CCCC1)N1C(CN(C=2C(N[C@](NC12)(N)NC=1C=C2CCNCC2=CC1OC)=O)C)CC (R)-8-cyclopentyl-7-ethyl-2-[(7-methoxy-1,2,3,4-tetrahydroisoquinolin-6-yl)amino]-5-methyl-7,8-dihydropterin